N1=C(C=CC=C1)C=1N=C(SC1C1=NC2=CC=CC=C2C=C1)N 4-Pyridin-2-yl-5-quinolin-2-yl-thiazol-2-ylamine